(S)-quinuclidin-3-yl (7-(3-(tert-butyl)phenyl)isochroman-4-yl)carbamate C(C)(C)(C)C=1C=C(C=CC1)C1=CC=C2C(COCC2=C1)NC(O[C@@H]1CN2CCC1CC2)=O